tert-butyl 1-(2-fluoroethyl)-3,8-diazabicyclo[3.2.1]octan-8-carboxylate FCCC12CNCC(CC1)N2C(=O)OC(C)(C)C